1-{3-[(4-fluoro-1H-pyrazol-1-yl)methyl]-4-phenoxyphenyl}-3-phenyl-1,3,5-triazin-2,4,6-trione FC=1C=NN(C1)CC=1C=C(C=CC1OC1=CC=CC=C1)N1C(N(C(NC1=O)=O)C1=CC=CC=C1)=O